2-(4-Fluorophenyl)-3-(3-methylpyridin-2-yl)-1,3-thiazolidin-4-one FC1=CC=C(C=C1)C1SCC(N1C1=NC=CC=C1C)=O